3-chloro-4-(2-(3,5-dimethyl-1H-pyrazolo[4,3-d]pyrimidin-1-yl)cyclopropyl)benzoic acid ClC=1C=C(C(=O)O)C=CC1C1C(C1)N1N=C(C=2N=C(N=CC21)C)C